[Co].BrC=1C=C(C(=NC1C=1OC=C(N1)C(C)C)C=1OC=C(N1)C(C)C)Br dibromo[2,6-bis[4-(R)-isopropyl-2-oxazolyl]pyridine] cobalt